ClC1=C(CCC2=C(C=CC3=C2NC(=NS3(=O)=O)NCC3=NC=CC=C3F)F)C=CC=C1 5-(2-chlorophenethyl)-6-fluoro-3-(((3-fluoropyridin-2-yl)methyl)amino)-4H-benzo[e][1,2,4]thiadiazine 1,1-dioxide